Cl.Cl.CN(C)C[C@H]1CNCCC1 (R)-N,N-dimethyl-1-(piperidin-3-yl)methylamine 2HCl